N-4-aminobutylguanidine Sulphate S(=O)(=O)(O)O.NCCCCNC(=N)N